1-(2,6-Dioxopiperidin-3-yl)-3-methyl-2-oxo-2,3-dihydro-1H-benzo[d]imidazole O=C1NC(CCC1N1C(N(C2=C1C=CC=C2)C)=O)=O